CC1(N=C(C2=CC=CC=C2C1=O)N1C=NC2=C1C=CC=C2C)C 3,3-dimethyl-1-(4-methylbenzimidazol-1-yl)isoquinolin-4-one